FC=1C=NC=C2CCN(C(C12)=O)OC(C)C 8-fluoro-2-isopropoxy-3,4-dihydro-2,6-naphthyridin-1(2H)-one